C(C)N1[C@@H](CCC1)[C@@H](C)OC=1C=C2CN(C(C2=CC1)=O)C1C(NC(CC1)=O)=O 3-(5-((R)-1-((S)-1-ethylpyrrolidin-2-yl)ethoxy)-1-oxoisoindolin-2-yl)piperidine-2,6-dione